CO[C@@H]1C[C@H](N(C1)C(=O)[O-])C(=O)OC 2-methyl (2S,4R)-4-methoxypyrrolidine-1,2-dicarboxylate